3-(2-(2-azidoethoxy)ethoxy)propanoic acid N(=[N+]=[N-])CCOCCOCCC(=O)O